C[C@H]([C@@H](C(=O)O)NC(=O)[C@H](CCCN=C(N)N)NC(=O)[C@H](CC1=CC=CC=C1)N)O The molecule is a tripeptide composed of L-phenylalanine, L-arginine, and L-threonine joined in sequence by peptide linkages. It derives from a L-phenylalanine, a L-arginine and a L-threonine.